(R)-3-((S)-5-methyl-3-(nitromethyl)hexanoyl)-4-benzyloxazolidin-2-one CC(C[C@@H](CC(=O)N1C(OC[C@H]1CC1=CC=CC=C1)=O)C[N+](=O)[O-])C